CN(C(CCNC1=CC=CC=C1)=O)C N,N-dimethyl-3-phenylamino-propionamide